C(C)(=O)OC([C@H]1N(CCC1)C(=O)OC(C)(C)C)C1=NOC(=N1)C (S)-tert-butyl 2-(acetoxy(5-methyl-1,2,4-oxadiazol-3-yl)methyl)pyrrolidine-1-carboxylate